1,9-Diisocyanatononan N(=C=O)CCCCCCCCCN=C=O